C1(=CC=CC=C1)S(=O)(=O)C1=CC=C(C=C1)CNC(=O)N1CC2=C(CC1)NC=N2 N-{[4-(benzenesulfonyl)phenyl]methyl}-1H,4H,5H,6H,7H-imidazo[4,5-c]pyridine-5-carboxamide